N-((2S)-1,1-dicyclopropyl-3-((2-((R)-4-isopropyl-2-oxoimidazolidin-1-yl)-2,3-dihydro-1H-inden-5-yl)amino)-3-oxopropan-2-yl)-4-methyl-1,2,5-oxadiazole-3-carboxamide C1(CC1)C([C@@H](C(=O)NC=1C=C2CC(CC2=CC1)N1C(N[C@@H](C1)C(C)C)=O)NC(=O)C1=NON=C1C)C1CC1